tert-butyl 4-(5-((2-chloropyridin-3-yl)methoxy)-2-methylbenzofuran-3-carboxamido)-3,3-difluoro-piperidine-1-carboxylate ClC1=NC=CC=C1COC=1C=CC2=C(C(=C(O2)C)C(=O)NC2C(CN(CC2)C(=O)OC(C)(C)C)(F)F)C1